3-((5-bromo-3-((2-(2-ethoxy-2-oxoethyl)phenoxy)methyl)-2H-indazol-2-yl)methyl)azetidine-1-carboxylic acid tert-butyl ester C(C)(C)(C)OC(=O)N1CC(C1)CN1N=C2C=CC(=CC2=C1COC1=C(C=CC=C1)CC(=O)OCC)Br